4-[3-(1-methyl-1H-pyrazol-4-yl)-benzyl]-piperidine-1-carboxylic acid (2-phenyl-cyclopropyl)-amide C1(=CC=CC=C1)C1C(C1)NC(=O)N1CCC(CC1)CC1=CC(=CC=C1)C=1C=NN(C1)C